n-butyl acrylate CCCCOC(=O)C=C